tert-butyl N-(2-bromo-4-methyl-5-oxo-7,8-dihydro-6H-pyrazolo[1,5-a][1,3]diazepin-6-yl)carbamate BrC1=NN2C(N(C(C(CC2)NC(OC(C)(C)C)=O)=O)C)=C1